C(C)C1=C(NC2=NC=C(C=C21)C=2C=C(C=CC2)N2C(COCC2)=O)F 3-(3-Ethyl-2-fluoro-1H-pyrrolo[2,3-b]pyridin-5-yl)-phenyl-morpholin-3-one